N2-(3-(methylsulfonamido)phenyl)-N4-(2-(pyridin-3-yl)ethyl)thiophene-2,4-dicarboxamide CS(=O)(=O)NC=1C=C(C=CC1)NC(=O)C=1SC=C(C1)C(=O)NCCC=1C=NC=CC1